C(=C)C1C(C1)CO (2-vinyl-cyclopropyl)methanol